chlororhodium(I) Cl[Rh]